pyrazolocycloundecane N1N=CC2=C1CCCCCCCCC2